FC(C=1C=CC(=NC1)C1=CC(=C(C=O)C(=C1)F)F)F 4-(5-(difluoromethyl)pyridin-2-yl)-2,6-difluorobenzaldehyde